2-(2-(2-(tetradecyloxy)ethoxy)-ethyl)acetamide C(CCCCCCCCCCCCC)OCCOCCCC(=O)N